NC1=NC=CC(=C1)CNC1=C(C(NCC1CC)=O)C(NC1=CC=CC=C1)=S 4-{[(2-aminopyridin-4-yl)methyl]amino}-5-ethyl-2-oxo-N-phenyl-1,2,5,6-tetrahydropyridine-3-carbothioamide